N-(2-chloro-4,5-difluoro-3-((5-fluoro-3-methyl-4-oxo-3,4-dihydroquinazolin-6-yl)amino)phenyl)pyrrolidine-1-sulfonamide ClC1=C(C=C(C(=C1NC=1C(=C2C(N(C=NC2=CC1)C)=O)F)F)F)NS(=O)(=O)N1CCCC1